tert-butyl (S)-4-(2-(2-(3-fluoro-2-hydroxyphenyl)-5,6,6a,7,9,10-hexahydro-8H-pyrazino[1',2':4,5]pyrazino[2,3-c]pyridazin-8-yl)pyrimidin-5-yl)piperidine-1-carboxylate FC=1C(=C(C=CC1)C=1C=C2C(=NN1)NC[C@@H]1N2CCN(C1)C1=NC=C(C=N1)C1CCN(CC1)C(=O)OC(C)(C)C)O